COC1C(COC1)CC(C)(N(P(O)(O)=O)C(C)C)CCC#N 4-methoxytetrahydrofuran-3-yl-(2-cyanoethyl)diisopropylphosphoric acid amide